FC1=CC=C(C=C1)S(=O)(=O)NCC=1N=NN(C1)CC1=CC=C(C=C1)NC(=O)C(C(=O)OCC)CC(C)C Ethyl 2-[[4-[[4-[[(4-fluorophenyl)sulfonylamino]methyl]triazol-1-yl]methyl]phenyl]carbamoyl]-4-methyl-pentanoate